[6-(3-cyclopropyl-1H-1,2,4-triazol-5-yl)-2-azaspiro[3.3]heptan-2-yl]-[6-[[5-(trifluoromethyl)-1,2,4-thiadiazol-3-yl]methyl]-2-azaspiro[3.3]heptan-2-yl]methanone C1(CC1)C1=NNC(=N1)C1CC2(CN(C2)C(=O)N2CC3(C2)CC(C3)CC3=NSC(=N3)C(F)(F)F)C1